ClC=1C=C(C(=NC1)OC)S(=O)(=O)NC1=C(C(=CC=C1)C1=CC2=C(N=C(N=C2)S(=O)C)N2C1=NN=C2)F 5-chloro-N-(2-fluoro-3-(2-(methylsulfinyl)-[1,2,4]triazolo[4',3':1,6]pyrido[2,3-d]pyrimidin-6-yl)phenyl)-2-methoxypyridine-3-sulfonamide